[C@@H]1(CC12CCNCC2)CCOC2=CC(=C(C(=O)N(C)C)C=C2)Cl |o1:0| (R or S)-4-(2-(6-azaspiro[2.5]octan-1-yl)ethoxy)-2-chloro-N,N-dimethylbenzamide